C(C)(C)(C)OC(=O)N(C=1C=2C(=C3N(C2C(=C(C1)Cl)Cl)CCN(C3)C(=O)OC(C)(C)C)C=3C=NN(C3)C3OCCCC3)CC#N tert-butyl 9-[tert-butoxycarbonyl(cyanomethyl)amino]-6,7-dichloro-10-(1-tetrahydropyran-2-ylpyrazol-4-yl)-3,4-dihydro-1H-pyrazino[1,2-a]indole-2-carboxylate